CN1OC(C2C1C(CC(C2)(C)C2=CC=C(C#N)C=C2)C)(C)C 4-(1,3,3,5,7-pentamethyloctahydrobenzo[c]isoxazol-5-yl)benzonitrile